ClC1=CC(=C(C=C1)C1=C(C=CC2=C(C(=CC=C12)OC)C1=C(C=C(C=C1)Cl)F)OC)F 1,5-bis(4-chloro-2-fluorophenyl)-2,6-dimethoxynaphthalene